C(C)(C)(C)OC(=O)N1C=CC=2C1=NC=C(C2)Br.ClC2=C1C[C@@H]([C@H](C1=CC(=C2)Cl)OC2=CC=CC=C2)N2C[C@@H](CCC2)N(C)C 4-[[(1S,2S)-4,6-Dichloro-2-[(3R)-3-(dimethylamino)piperidin-1-yl]-2,3-dihydro-1H-inden-1-yl]oxy]benzene tert-butyl-5-bromo-1H-pyrrolo[2,3-b]pyridine-1-carboxylate